n-hexadecyl n-nonanoate C(CCCCCCCC)(=O)OCCCCCCCCCCCCCCCC